N=1C=C(N2C1C=CC=C2)C=2C=C1C=CN=CC1=CC2 6-(imidazo[1,2-a]pyridin-3-yl)isoquinoline